(S)-2-((4-Fluorophenyl)(2-methoxyphenyl)(1H-pyrrol-2-yl)methyl)-3-phenyl-1H-indole FC1=CC=C(C=C1)[C@@](C=1NC2=CC=CC=C2C1C1=CC=CC=C1)(C=1NC=CC1)C1=C(C=CC=C1)OC